CC1C=CC2=CC=CC=C12 methyl-(indene)